1-Tert-butyl 4-(4-cyano-2-methoxyphenyl)piperazine-1-carboxylate C(#N)C1=CC(=C(C=C1)N1CCN(CC1)C(=O)OC(C)(C)C)OC